O=C1N(C(C2=CC=CC=C12)=O)C#N 1,3-dioxoisoindole-2-carbonitrile